FC1(CC1)C(=O)N[C@H](C(=O)N1[C@@H](C[C@H](C1)O)C(=O)NCC1=C(C=C(C=C1)C1=C(N=CS1)C)OCCCCCCCC=O)C(C)(C)C (2S,4R)-1-((S)-2-(1-fluorocyclopropane-1-carboxamido)-3,3-dimethylbutanoyl)-4-hydroxy-N-(4-(4-methylthiazol-5-yl)-2-((8-oxooctyl)oxy)benzyl)pyrrolidine-2-carboxamide